N,N-ditetradecyl-4-butylaniline hydrochloride Cl.C(CCCCCCCCCCCCC)N(C1=CC=C(C=C1)CCCC)CCCCCCCCCCCCCC